methyl 4-[(2R)-2-[2-[1-(pyridin-4-ylmethyl)pyrrole-2-amido]-1,3-thiazol-4-yl]pyrrolidin-1-yl]benzoate N1=CC=C(C=C1)CN1C(=CC=C1)C(=O)NC=1SC=C(N1)[C@@H]1N(CCC1)C1=CC=C(C(=O)OC)C=C1